{2,8-Dimethylimidazo[1,2-b]pyridazin-6-yl}-2-[6-(1-ethylazetidin-3-yl)pyridazin-3-yl]phenol CC=1N=C2N(N=C(C=C2C)C=2C(=C(C=CC2)O)C=2N=NC(=CC2)C2CN(C2)CC)C1